C(CCC)NC1=NC(=NC(=C1N)Cl)SCCC N4-Butyl-6-chloro-2-(propylthio)pyrimidine-4,5-diamine